NC1=CC(=NC=2N1N=CC2C(=O)NCC(CO)(C)C)NC2=CC=CC=1OCOC12 7-amino-5-(benzo[d][1,3]dioxol-4-ylamino)-N-(3-hydroxy-2,2-dimethylpropyl)pyrazolo[1,5-a]pyrimidine-3-carboxamide